(+)-4,4'-(1-Hydroxyethane-1,2-diyl)dibenzonitrile OC(CC1=CC=C(C#N)C=C1)C1=CC=C(C#N)C=C1